ClC1=C(C=CC=C1)C1=C2C=3CC(CCC3NC2=C(C=C1)C(=O)N)NC1CCN(CC1)C 5-(2-chlorophenyl)-3-((1-methylpiperidin-4-yl)amino)-2,3,4,9-tetrahydro-1H-carbazole-8-carboxamide